4,5-Dibromo-1,2-dimethyl-1H-imidazole BrC=1N=C(N(C1Br)C)C